FC(CCOC1=C(C=C(C(=N1)C(=O)C=1C=2C=NN(C2C(=CC1)F)C1OCCCC1)NC(OC(C)(C)C)=O)C)F tert-Butyl N-[6-(3,3-difluoropropoxy)-2-(7-fluoro-1-tetrahydropyran-2-yl-indazole-4-carbonyl)-5-methyl-3-pyridyl]carbamate